1-(2,3-difluorophenyl)-N,N-dimethylpyrrolidin-3-amine FC1=C(C=CC=C1F)N1CC(CC1)N(C)C